(3S,4R)-N-(naphthalen-1-yl)-4-[4-(trifluoromethyl)phenyl]pyrrolidine-3-carboxamide hydrochloride Cl.C1(=CC=CC2=CC=CC=C12)NC(=O)[C@@H]1CNC[C@H]1C1=CC=C(C=C1)C(F)(F)F